N-(1-(2-fluorophenyl)-1,4,5,7-tetrahydropyrano[3,4-c]pyrazol-4-yl)-5,6,7,8-tetrahydroimidazo[1,5-a]pyridine-1-carboxamide FC1=C(C=CC=C1)N1N=CC2=C1COCC2NC(=O)C=2N=CN1C2CCCC1